2-methylpentan-3-yl 3-((2-(2-(2-mercaptoethoxy)ethoxy)ethyl)thio)butanoate SCCOCCOCCSC(CC(=O)OC(C(C)C)CC)C